CC=1CC(C(CC1)C(=O)O)C(=O)O 4-methylcyclohex-4-ene-1,2-dicarboxylic acid